C(C)(=O)NC=1C=C(C(=O)NCCOC2=CC(=CC=C2)OC(F)(F)F)C=C(N1)C 2-acetamido-6-methyl-N-(2-(3-(trifluoromethoxy)phenoxy)ethyl)isonicotinamide